C(#N)C=1C=C(C(=O)NN)C=CC1 3-Cyanobenzohydrazide